CC1=C2NC=C3C[C@H]4N(C[C@H](C(O)=O)C=C4C(C=C1)=C32)C |r| (±)-14-methyllysergic Acid